C(C1=CC=CC=C1)NC1=NC(=NC(=C1N)Cl)SCCC N-benzyl-6-chloro-2-(propylsulfanyl)pyrimidine-4,5-diamine